C(C)S(=O)(=O)N1CCC(CC1)C=1SC(=C(N1)C1=CC=C(C=C1)F)C1=NC(=NC=C1)NC1=CC(=C(C=C1)N1CCN(CC1)C)C 4-(2-(1-(ethylsulfonyl)piperidin-4-yl)-4-(4-fluorophenyl)thiazol-5-yl)-N-(3-methyl-4-(4-methylpiperazin-1-yl)phenyl)pyrimidin-2-amine